CC(CC1=CC=CC=C1)(CC=CC)OC1=C(C=O)C=CC=C1 (2-methyl-1-phenylhex-4-en-2-yloxy)benzaldehyde